C1(CC1)N1C(=NC2=C1C=C(C=C2)N)C 1-Cyclopropyl-2-methyl-1H-benzo[d]imidazol-6-amine